1-Ethyl-3-(4-(trifluoromethyl)phenyl)-1,3,8-triazaspiro[4.5]decane-2,4-dione hydrochloride Cl.C(C)N1C(N(C(C12CCNCC2)=O)C2=CC=C(C=C2)C(F)(F)F)=O